N-(5-amino-2-methylpyridin-3-yl)-2-(1-methyl-1H-pyrazol-4-yl)pyrazolo[5,1-b]thiazole-7-carboxamide NC=1C=C(C(=NC1)C)NC(=O)C=1C=NN2C1SC(=C2)C=2C=NN(C2)C